2,2'-ethylenebisbenzimidazole C(CC=1NC2=C(N1)C=CC=C2)C=2NC1=C(N2)C=CC=C1